CN([Si](C)(C)C)[Si](C)(C)C N,N-bis(trimethylsilyl)methylamine